NCC1=CC=C(CN2C(N(SC2=O)C2=CC=C(C=C2)Cl)=O)C=C1 4-(4-(aminomethyl)benzyl)-2-(4-chlorophenyl)-1,2,4-thiadiazolidine-3,5-dione